6-[4-([3-[2-([2-[6-oxo-5-(trifluoromethyl)-1,6-dihydropyridazin-4-yl]-2,3-dihydro-1H-isoindol-4-yl]oxy)ethoxy]phenyl]carbonyl)piperazin-1-yl]pyridine-3-carbonitrile O=C1C(=C(C=NN1)N1CC2=CC=CC(=C2C1)OCCOC=1C=C(C=CC1)C(=O)N1CCN(CC1)C1=CC=C(C=N1)C#N)C(F)(F)F